N1(CCCC1)C(=O)O[C@H]1C[C@H](CC1)C1=CC(=NN1)N (1R,3S)-3-(3-amino-1H-pyrazol-5-yl)cyclopentyl pyrrolidine-1-carboxylate